COC=1C(=NC=CC1)C=1CCN(CC1)C(=O)OC(C)(C)C tert-butyl 4-(3-methoxy-2-pyridyl)-3,6-dihydro-2H-pyridine-1-carboxylate